4-((4-(2-Azidopropan-2-yl)-6-chloro-2,7-naphthyridin-1-yl)oxy)butanoic acid N(=[N+]=[N-])C(C)(C)C1=CN=C(C2=CN=C(C=C12)Cl)OCCCC(=O)O